BrC1=CC=C(C(=N1)C(F)F)OC[C@@](CC(C)C)(N)C (R)-1-{[6-bromo-2-(difluoromethyl)pyridin-3-yl]oxy}-2,4-dimethylpentan-2-amine